P(=O)(OC(CCl)C)([O-])[O-] 2-chloro-1-methylethyl phosphate